2-(tert-butyl)-4-chloro-5-hydroxypyridazinone C(C)(C)(C)N1N=CC(=C(C1=O)Cl)O